C(C=C)(=O)N1C[C@@H](N(CC1)C1=CC(N(C(=C1)F)C1=C(C=CC=C1S(=O)(=O)C)C(C)C)=O)C 4-((S)-4-acryloyl-2-methylpiperazin-1-yl)-6-fluoro-1-(2-isopropyl-6-(methylsulfonyl)phenyl)-2-oxo-1,2-dihydropyridin